(2-formamido-4-pyridyl)-3-(4-pyridyl)-1,2,4-triazole C(=O)NC1=NC=CC(=C1)C1=NC(=NN1)C1=CC=NC=C1